NC1=NN2C(N(CC3=CC(=C(C1=C23)OC2=C(C=CC(=C2)F)Cl)NC(C2=CC(=CC(=C2)C(F)(F)F)F)=O)C)=O N-(2-amino-3-(2-chloro-5-fluorophenoxy)-7-methyl-8-oxo-7,8-dihydro-6H-pyrazolo[4,5,1-ij]quinazolin-4-yl)-3-fluoro-5-(trifluoromethyl)benzamide